2-(2-((5-(3-(aminomethyl)phenyl)-1-isopropyl-1H-indazol-3-yl)methoxy)-4-methoxyphenyl)acetic acid NCC=1C=C(C=CC1)C=1C=C2C(=NN(C2=CC1)C(C)C)COC1=C(C=CC(=C1)OC)CC(=O)O